C(/C=C\\C(=O)O)C(=O)C(=O)O The molecule is an oxo dicarboxylic acid that is (Z)-2-hexenedioic acid in which the hydrogens at position 5 are substituted by an oxo group. It derives from a 2-hexenedioic acid. It is a conjugate acid of a (Z)-5-oxohex-2-enedioate.